(R)-3-mercapto-N-((R)-3-mercapto-1-((R)-3-mercapto-1-(methylamino)-1-oxopropan-2-ylamino)-1-oxopropan-2-yl)-2-(methylamino)propanamide SC[C@@H](C(=O)N[C@H](C(=O)N[C@H](C(=O)NC)CS)CS)NC